C(C(C)(C)C)N1N=CC=C1B(O)O 1-NEOPENTYL-1H-PYRAZOLE-5-BORONIC ACID